tert-butyl (3R)-3-[(4-methylsulfonylphenoxy)methyl]piperidine-1-carboxylate CS(=O)(=O)C1=CC=C(OC[C@H]2CN(CCC2)C(=O)OC(C)(C)C)C=C1